methyldiphenyl-hydroxyethyl-silane (5S,6R)-6-(acetoxymethyl)tetrahydro-2H-pyran-2,5-diyl-diacetate C(C)(=O)OC[C@H]1[C@@H](CCC(O1)CC(=O)O)CC(=O)O.C[Si](CCO)(C1=CC=CC=C1)C1=CC=CC=C1